ClC1=CC(=NC=C1)OCC(CCO)(F)F 4-((4-chloropyridin-2-yl)oxy)-3,3-difluorobutan-1-ol